O=C([C@H]([C@H](N)C(=O)O)C)C γ-keto-L-allo-isoleucine